2-[6-[(4aS,8aR)-6-methyl-3,4a,5,7,8,8a-hexahydro-2H-pyrido[4,3-b][1,4]oxazin-4-yl]pyridazin-3-yl]-3,5-dimethyl-phenol CN1C[C@H]2[C@H](OCCN2C2=CC=C(N=N2)C2=C(C=C(C=C2C)C)O)CC1